C1=C(C=CC=2C3=CC=CC=C3C3=CC=CC=C3C12)N(C1=CC=C(C=C1)C1=CC(=CC=C1)C1=CC=C(C=C1)N(C1=CC=CC=C1)C1=CC=2C3=CC=CC=C3C3=CC=CC=C3C2C=C1)C1=CC=CC=C1 4,4''-bis{(triphenylen-2-yl)-phenylamino}-1,1':3',1''-terphenyl